6-methyl-4-((4-fluoro-3-chlorophenyl)amino)-1H-indole-2-carboxylic acid ethyl ester C(C)OC(=O)C=1NC2=CC(=CC(=C2C1)NC1=CC(=C(C=C1)F)Cl)C